CC(C(=O)NC1CCN(C2(CC2)C1)C)(COC1=NC=CC=C1OC(F)(F)F)C 2,2-dimethyl-N-(4-methyl-4-azaspiro[2.5]oct-7-yl)-3-((3-(trifluoromethoxy)pyridin-2-yl)oxy)propanamide